O=C1OC(C2=CC(=CC=C12)C(=O)[O-])=O 1,3-dioxo-1,3-dihydroisobenzofuran-5-carboxylate